C(C)[N+]1=C(OC2=C1C=CC=C2)C=C2SC1=C(N2CC)C=CC=C1 3-Ethyl-2-[(3-ethyl-2-benzothiazolylidene)methyl]benzoxazolium